2-(2,6-dioxopiperidin-3-yl)-5-(2-oxo-7-azaspiro[3.5]nonan-7-yl)isoindoline-1,3-Dione O=C1NC(CCC1N1C(C2=CC=C(C=C2C1=O)N1CCC2(CC(C2)=O)CC1)=O)=O